6-[1-(3,3-Difluoro-4-piperidyl)-5-methyl-pyrazol-4-yl]-4-methoxy-pyrazolo[1,5-a]pyridine-3-carbonitrile HCl Cl.FC1(CNCCC1N1N=CC(=C1C)C=1C=C(C=2N(C1)N=CC2C#N)OC)F